C1(CC1)COC1=CC=C(C(=N1)C(F)(F)F)C(=O)N1CCC2(CC1)C=1C=CC(=NC1CNC2)C=2C(=NC=CC2)OCC [6-(cyclopropylmethoxy)-2-(trifluoromethyl)pyridin-3-yl]-[2-(2-ethoxypyridin-3-yl)spiro[7,8-dihydro-6H-1,7-naphthyridine-5,4'-piperidine]-1'-yl]methanone